BrC1=NN=C(S1)CN(C(=O)NCC)C1(CCC1)C(=O)OC methyl 1-(1-((5-bromo-1,3,4-thiadiazol-2-yl)methyl)-3-ethylureido)cyclobutane-1-carboxylate